(S)-N-(3-chloro-2,4-difluorophenyl)pyrrolidine-2-carboxamide ClC=1C(=C(C=CC1F)NC(=O)[C@H]1NCCC1)F